3-(ethoxymethyl)-9,9-dimethyl-6-(2-(piperazin-1-yl)ethoxy)-9,10-dihydroacridine C(C)OCC=1C=CC=2C(C3=CC=C(C=C3NC2C1)OCCN1CCNCC1)(C)C